N-((4'-fluoro-3-(1-(tetrahydro-2H-pyran-2-yl)-1H-pyrazol-5-yl)-[1,1'-biphenyl]-4-yl)methyl)acrylamide FC1=CC=C(C=C1)C1=CC(=C(C=C1)CNC(C=C)=O)C1=CC=NN1C1OCCCC1